tert-Butyl 4-(2-hydroxyethylidene)piperidine-1-carboxylate OCC=C1CCN(CC1)C(=O)OC(C)(C)C